9-amino-4-(4-(piperazin-1-yl)phenyl)-10H-chromeno[3,2-b]pyridin-10-one hydrochloride Cl.NC=1C=2C(C3=NC=CC(=C3OC2C=CC1)C1=CC=C(C=C1)N1CCNCC1)=O